dihydro-5-methyl-2(3H)-furanone CC1CCC(O1)=O